5-cyclopropyl-3-(4-((2,4-dimethoxybenzyl)amino)-1-isopropyl-1H-pyrazolo[4,3-c]Pyridin-3-yl)-N-methylisoxazole-4-carboxamide C1(CC1)C1=C(C(=NO1)C1=NN(C2=C1C(=NC=C2)NCC2=C(C=C(C=C2)OC)OC)C(C)C)C(=O)NC